ClC1=C(C2=C(SC3=C2N=CN=C3N3CCCC3)N=C1)C 8-chloro-9-methyl-4-pyrrolidin-1-yl-pyrido[3',2':4,5]thieno[3,2-d]pyrimidine